C(C1=CC=CC=C1)OC(=O)NCCCC[C@@H](NC(=O)OC(C)(C)C)C(=O)O N6-((benzyloxy)carbonyl)-N2-(tert-butoxycarbonyl)-D-lysine